C(C)(C)(CC(C)(C)C)C1=CC=C(C=C1)C1C=CNN1 5-(4-tert-octyl-Phenyl)-pyrazoline